5-Chloropyrazolo[1,5-a]pyridine-2-amine ClC1=CC=2N(C=C1)N=C(C2)N